1-(3-{3-[1-(4-Amino-3-methyl-1H-pyrazolo[3,4-d]pyrimidin-1-yl)ethyl]-5-chloro-6-fluoro-2-methoxyphenyl}azetidin-1-yl)-2-methylpropan NC1=C2C(=NC=N1)N(N=C2C)C(C)C=2C(=C(C(=C(C2)Cl)F)C2CN(C2)CC(C)C)OC